CN(/C=C/C1=CC(=NC=C1[N+](=O)[O-])N1CCC(CC1)CCN1CCN(CC1)C(=O)OCC1=CC=CC=C1)C benzyl 4-[2-(1-[4-[(E)-2-(dimethylamino)ethenyl]-5-nitropyridin-2-yl]piperidin-4-yl)ethyl]piperazine-1-carboxylate